COC1=C(C(=CC=C1)OC)C(S(=O)(=O)C1=CC=C(C)C=C1)[N+]#[C-] 1-(2,6-DIMETHOXYPHENYL)-1-TOSYLMETHYL ISOCYANIDE